C(C1=CC=CC=C1)N1C2=CC=CC=C2C=2C(=CC=CC12)C1=C(C=CC=C1O)O 2-(9-benzyl-9H-carbazol-4-yl)benzene-1,3-diol